C(C)(=O)N(N(C(=O)C1=CC=2C3=C(C(=NC2C=C1)N)C=NN3C)CC3=CC1=C(OC(O1)(F)F)C=C3)C N'-acetyl-4-amino-N-((2,2-difluorobenzo[d][1,3]dioxol-5-yl)methyl)-N',1-dimethyl-1H-pyrazolo[4,3-c]quinoline-8-carbohydrazide